(S)-7'-(3,5-difluorophenyl)-1-(4-methylbenzoyl)dihydro-1'H,3'H,5'H-spiro[piperidine-4,2'-pyrazolo[1,2-a]pyrazol]-1'-one FC=1C=C(C=C(C1)F)[C@@H]1CCN2N1C(C1(C2)CCN(CC1)C(C1=CC=C(C=C1)C)=O)=O